4-(6-(1-methyl-1H-imidazol-2-yl)benzo[D]oxazol-2-yl)picolinic acid ethyl ester C(C)OC(C1=NC=CC(=C1)C=1OC2=C(N1)C=CC(=C2)C=2N(C=CN2)C)=O